COC1=C(C=CC(=C1)[N+](=O)[O-])NC(CC1=CC=CC=C1)=O N-(2-methoxy-4-nitrophenyl)phenylacetamide